FC1=CC(=C(C=C1)C=1C(C(=CN(C1)C)C(=O)O)=O)C 5-(4-fluoro-2-methylphenyl)-1-methyl-4-oxo-1,4-dihydropyridine-3-carboxylic acid